N1(N=CC=C1)CC1=CC=C(C=C1)C1=C(NC2=C(C=CC=C12)C(C)C)C(=O)O 3-(4-((1H-pyrazol-1-yl)methyl)phenyl)-7-isopropyl-1H-indole-2-carboxylic acid